CN(C1=CC(=C(C=C1)OC)NC([C@@H](NCCCC)C)=O)C1=CC(OC2=CC=CC=C12)=O 4-(N-methyl-N-(3-(N-butyl-L-alanylamino)-4-methoxyphenyl)-amino)coumarin